[Br-].[Br-].C[N+]1=CN(C=C1)CCCCCCN1C=[N+](C=C1)C 1,6-bis(3-methylimidazolium-1-yl)hexane dibromide